N1(CCOCC1)C(=O)OC1=CC=CC2=CC=C3OC312 indeno[1,7a-b]oxiren-7-yl morpholine-4-carboxylate